methyl-4-[(1-methylcyclopropyl)amino]-N-[1-(pyridin-2-ylmethyl)-1H-pyrazol-4-yl]furo[2,3-d]pyrimidine-5-carboxamide CC=1N=C(C2=C(N1)OC=C2C(=O)NC=2C=NN(C2)CC2=NC=CC=C2)NC2(CC2)C